N1N=CC(=C1)CNCC1=C(C=C(C(=C1)Cl)OCC=1C(=C(C=CC1)C1=C(C(=CC=C1)OCC1CN(CCC1)C)Cl)C)OC N-((1H-pyrazol-4-yl)methyl)-1-(5-chloro-4-((2'-chloro-2-methyl-3'-((1-methylpiperidin-3-yl)methoxy)-[1,1'-biphenyl]-3-yl)methoxy)-2-methoxyphenyl)methylamine